5-chloro-2-cyano-pyridin-3-yl 3-[4-(2-aminothiazol-4-yl)-1H-1,2,3-triazol-1-yl]-3-deoxy-2-O-methyl-1-thio-alpha-D-galactopyranoside NC=1SC=C(N1)C=1N=NN(C1)[C@@H]1[C@H]([C@@H](SC=2C(=NC=C(C2)Cl)C#N)O[C@@H]([C@@H]1O)CO)OC